COC(\C=C\CC[C@@H](C(=O)NC=1C(N(C=CC1)CC(=O)NC12CC(C1)C2)=O)NC(=O)C2=NON=C2N)=O (S,E)-Methyl-6-(4-amino-1,2,5-oxadiazol-3-carboxamido)-7-(1-(2-(bicyclo[1.1.1]pentan-1-ylamino)-2-oxoethyl)-2-oxo-1,2-dihydropyridin-3-ylamino)-7-oxohept-2-enoat